CN1CCC2(C[C@@H]2C(=O)N[C@@H](CCCCCC(CC)=O)C=2NC(=CN2)C=2C=C3C=CC(OC3=CC2)=O)CC1 (S)-6-methyl-N-((S)-7-oxo-1-(5-(2-oxo-2H-chromen-6-yl)-1H-imidazol-2-yl)nonyl)-6-azaspiro[2.5]octane-1-carboxamide